C1(CC2C(CC1)O2)CO[Si](OC)(OC)CC 3,4-epoxycyclohexyl-ethyl-trimethoxysilane